BrC1=CC2=C(OC(C(N2)=O)C2=C(C=CC=C2F)Cl)C=C1F 6-Bromo-2-(2-chloro-6-fluorophenyl)-7-fluoro-2H-benzo[b][1,4]oxazin-3(4H)-one